COC1=CC=C(C=C1)[C@@]1(OC(C[C@]1(C1=CC=C(C=C1)C)C)=O)C#N (2s,3s)-2-(4-methoxyphenyl)-3-methyl-5-oxo-3-(p-tolyl)tetrahydrofuran-2-carbonitrile